C(#N)C=1C=CC2=C(N=C(C3=CC=NC=C23)OCCOCCCCN(C(OC(C)(C)C)=O)CC2=CC(=C(C(=C2)F)OC(F)(F)F)F)C1 tert-Butyl (4-(2-((8-cyanobenzo[c][2,6]naphthyridin-5-yl)oxy)ethoxy)butyl)(3,5-difluoro-4-(trifluoromethoxy)benzyl)carbamate